ClC1=CC=C(C=C1)C(OC1CCN(CC1)C(=O)OCC)C1=NC=CC=C1 ethyl 4-((4-chlorophenyl)(pyridin-2-yl)methoxy)piperidine-1-carboxylate